BrC=1C=NC(=NC1)C(C)=O 1-(5-bromopyrimidin-2-yl)ethanone